(3-hydroxy-piperidin-1-yl)-methanone OC1CN(CCC1)C=O